ClC1=C(C=CC=C1)S(=O)(=O)NC1=NC=NN2C1=CC=C2C=2C=C1C=NC(=NC1=C(C2)CC)NC2CCC(CC2)O 2-chloro-N-(7-(8-ethyl-2-(((1r,4r)-4-hydroxycyclohexyl)amino)quinazolin-6-yl)pyrrolo[2,1-f][1,2,4]triazin-4-yl)benzenesulfonamide